N(=[N+]=[N-])C[C@@H]1N(C[C@H](C1)OC1=CC(=C(C=C1)OC(F)F)OCC1CC1)C(C)=O ((2R,4S)-2-azidomethyl-4-(3-(cyclopropylmethoxy)-4-(difluoromethoxy)phenoxy)pyrrolidin-1-yl)ethan-1-one